The molecule is a benzamide obtained by formal condensation of the carboxy group of 4-{2-[4-(morpholin-4-yl)anilino]pyrimidin-4-yl}benzoic acid with the primary amino group of aminoacetonitrile. It is an ATP-competitive JAK1/JAK2 inhibitor with IC50 of 11 nM and 18 nM, respectively. Used for the treatment of patients with intermediate- or high-risk myelofibrosis. It has a role as an EC 2.7.10.2 (non-specific protein-tyrosine kinase) inhibitor, an antineoplastic agent, an anti-anaemic agent and an apoptosis inducer. It is an aminopyrimidine, a member of morpholines, a secondary amino compound, a tertiary amino compound, a member of benzamides and a nitrile. C1COCCN1C2=CC=C(C=C2)NC3=NC=CC(=N3)C4=CC=C(C=C4)C(=O)NCC#N